ClC=1C=C2C(=C3C4(NC(NC13)=O)CCCCC4)OC(=C2)CN2CCC(CC2)C(=O)NC 1-{5'-chloro-7'-oxo-7',8'-dihydro-6'H-spiro[cyclohexane-1,9'-furo[2,3-f]quinazoline]-2'-ylmethyl}-N-methylpiperidine-4-carboxamide